1-(5-chloro-2-hydroxy-phenyl)-3-[[2-(2,6-dioxo-3-piperidyl)-4-fluoro-1-oxo-isoindolin-5-yl]methyl]urea ClC=1C=CC(=C(C1)NC(=O)NCC=1C(=C2CN(C(C2=CC1)=O)C1C(NC(CC1)=O)=O)F)O